CC=1NC(C=CC1N1CN(C2=CC(=CC=C2C1=O)C(F)(F)F)C1=CC=CC=C1)=O 3-(2-methyl-6-oxo-1,6-dihydropyridin-3-yl)-1-phenyl-7-(trifluoromethyl)-2,3-dihydroquinazolin-4(1H)-one